1-methyl-N-[(1s,4s)-4-{[2-(difluoromethyl)imidazo[1,2-a]pyridin-5-yl]amino}cyclohexyl]-3-(trifluoromethyl)-1H-pyrazole-4-carboxamide CN1N=C(C(=C1)C(=O)NC1CCC(CC1)NC1=CC=CC=2N1C=C(N2)C(F)F)C(F)(F)F